1-butyl-3-methylimidazolium methacrylate C(C(=C)C)(=O)[O-].C(CCC)N1C=[N+](C=C1)C